2-((3,5-dicyano-4-ethoxy-6-(4-(2-hydroxyethyl)-1,4-diazepan-1-yl)pyridin-2-yl)sulfanyl)-2-phenylacetamide C(#N)C=1C(=NC(=C(C1OCC)C#N)N1CCN(CCC1)CCO)SC(C(=O)N)C1=CC=CC=C1